C[C@@]1(OC2=C(C(=C(C(=C2CC1)C)O)C)C)CC\C=C(\CC\C=C(\CCC=C(C)C)/C)/C (R)-2,5,7,8-tetramethyl-2-((3E,7E)-4,8,12-trimethyltrideca-3,7,11-trien-1-yl)chroman-6-ol